3-(3-aminophenoxy)propan-1-sulfonic acid NC=1C=C(OCCCS(=O)(=O)O)C=CC1